4-(2'-chloro-6'-(4,6-diphenyl-1,3,5-triazin-2-yl)-[1,1'-biphenyl]-3-yl)-2-phenylquinazoline ClC1=C(C(=CC=C1)C1=NC(=NC(=N1)C1=CC=CC=C1)C1=CC=CC=C1)C1=CC(=CC=C1)C1=NC(=NC2=CC=CC=C12)C1=CC=CC=C1